O[C@H](CS(=O)(=O)NC1=CC(=C(C(=O)NC2=NC(=NC(=C2)C)N2C[C@H](OCC2)C)C=C1)N1CCC2(CC2)CC1)C 4-(((S)-2-Hydroxypropyl)sulfonamido)-N-(6-methyl-2-((R)-2-methylmorpholino)pyrimidin-4-yl)-2-(6-azaspiro[2.5]octan-6-yl)benzamide